Fmoc-O-tert-butyl-L-serine C(=O)(OCC1C2=CC=CC=C2C2=CC=CC=C12)N[C@@H](COC(C)(C)C)C(=O)O